4-oxo-6-hydroxy-3-(2,3-dichlorophenyl)methyl-1(4H)-quinolineacetic acid O=C1C(=CN(C2=CC=C(C=C12)O)CC(=O)O)CC1=C(C(=CC=C1)Cl)Cl